tert-butyl (2S,3aS,6aR)-2-{[(1S)-1-cyano-2-{4'-cyano-3-fluoro-[1,1'-biphenyl]-4-yl}ethyl]carbamoyl}-hexahydrofuro[3,4-b]pyrrole-1-carboxylate C(#N)[C@H](CC1=C(C=C(C=C1)C1=CC=C(C=C1)C#N)F)NC(=O)[C@@H]1C[C@H]2[C@@H](N1C(=O)OC(C)(C)C)COC2